CC1=C(C=C(C(=C1)O)C(C)(C)C)C(CC(C)C1=C(C=C(C(=C1)C(C)(C)C)O)C)C1=C(C=C(C(=C1)C(C)(C)C)O)C 1,1,3-Tris-(2-methyl-4-hydroxy-5-tert-butylphenyl)butan